ClC=1C(=NC(=NC1)N1C[C@@H](C([C@@H](C1)C)(F)F)C)NC1=CC2=C(N(C(N2CCC(C)(C)O)=O)CCO)C=C1 5-[[5-chloro-2-[(3s,5r)-4,4-difluoro-3,5-dimethyl-1-piperidinyl]pyrimidin-4-yl]amino]-1-(2-hydroxyethyl)-3-(3-hydroxy-3-methyl-butyl)benzimidazol-2-one